Perfluorohex-2-en-1-ol FC(C(=C(C(C(C(F)(F)F)(F)F)(F)F)F)F)(O)F